5-(3-cyanophenyl)-2-(4,4-difluoroazepan-1-yl)-4-methyl-N-(3-(S-methylsulfonimidoyl)phenyl)nicotinamide C(#N)C=1C=C(C=CC1)C=1C=NC(=C(C(=O)NC2=CC(=CC=C2)S(=O)(=N)C)C1C)N1CCC(CCC1)(F)F